FC(C1=CC=C(C=C1)NC(=S)NC1=CC=C(C=C1)C(F)(F)F)(F)F N,N'-bis(4-trifluoromethylphenyl)thiourea